(R)-2-amino-2-(1-(2-(2',4-dichloro-3'-hydroxy-[1,1'-biphenyl]-2-yl)ethyl)piperidin-4-yl)-1-(4-(2-(ethylsulfanyl)-4-fluorobenzyl)piperazin-1-yl)ethan-1-one N[C@@H](C(=O)N1CCN(CC1)CC1=C(C=C(C=C1)F)SCC)C1CCN(CC1)CCC1=C(C=CC(=C1)Cl)C1=C(C(=CC=C1)O)Cl